N-(4-Fluoro-2-(2-methoxyethoxy)-5-nitrophenyl)-N-methylacetamide FC1=CC(=C(C=C1[N+](=O)[O-])N(C(C)=O)C)OCCOC